C[Si](CCOCN1C=CC2=C1C(NC=C2)=O)(C)C 1-(2-trimethylsilylethoxymethyl)-6H-pyrrolo[2,3-c]pyridin-7-one